3-fluoro-4-(1,2,3,6-tetrahydro-pyridin-4-yl)-thiophene-2-carboxylic acid [4-(1,2,3,6-tetrahydro-pyridin-4-yl)-phenyl]-amide trifluoroacetate FC(C(=O)O)(F)F.N1CCC(=CC1)C1=CC=C(C=C1)NC(=O)C=1SC=C(C1F)C=1CCNCC1